ethyl 2-(3-benzyloxycyclobutyl)-2-methyl-propionate C(C1=CC=CC=C1)OC1CC(C1)C(C(=O)OCC)(C)C